C(C)(C)(C)[C@@]1(CN(C[C@H]1O)C(=O)OCC1=CC=CC=C1)C(=O)[O-] benzyl (3S,4S)-3-tert-butyl-4-hydroxypyrrolidine-1,3-dicarboxylate